CON([C@@H](C)C(=O)O)C(CCC(=O)O)=O N-methoxysuccinyl-alanine